C12(CCC(=N1)C=C1CCC(=N1)C=C1CCC(=N1)C=C1CCC2N1)C(=O)[O-].[Co+2].C12(CCC(=N1)C=C1CCC(=N1)C=C1CCC(=N1)C=C1CCC2N1)C(=O)[O-] cobalt corrinate